(1,10-phenanthroline) europium [Eu].N1=CC=CC2=CC=C3C=CC=NC3=C12